3-(Bis(4-(ethylamino)-3-methylphenyl)methyl)phenol C(C)NC1=C(C=C(C=C1)C(C=1C=C(C=CC1)O)C1=CC(=C(C=C1)NCC)C)C